(S)-6-(2-fluoro-5-methylphenyl)-3-(1-(6-ethoxy-5-methoxypyridin-2-yl)-2-(methylsulfonyl)ethyl)-7-methyl-1H-imidazo[4,5-b]pyridin-2(3H)-one FC1=C(C=C(C=C1)C)C=1C(=C2C(=NC1)N(C(N2)=O)[C@H](CS(=O)(=O)C)C2=NC(=C(C=C2)OC)OCC)C